OC[C@H]1O[C@@H](O[C@H]2[C@H](O)[C@@H](O)[C@H](O)O[C@@H]2CO)[C@H](O)[C@@H](O)[C@@H]1O Cellobiose